1-(hydroxymethyl)-3-(methoxymethoxy)cyclobutane-1-carbonitrile OCC1(CC(C1)OCOC)C#N